[C].C1=CC=C2C=CC3=CC=CC4=CC=C1C2=C34 pyrene carbon